BrC=1C(=C(C(=O)O)C=CC1F)C 3-bromo-4-fluoro-2-methylbenzoic acid